FC1=CC=C(C=C1)C1=NN(C=C1C=1C2=C(N=CN1)OC(=C2)C=2C(=NC=CC2)OC)C(C#N)C {3-(4-fluorophenyl)-4-[6-(2-methoxypyridin-3-yl)furo[2,3-d]pyrimidin-4-yl]-1H-pyrazol-1-yl}propanenitrile